N-((4,6-dimethyl-2-oxo-1,2-dihydropyridin-3-yl)methyl)-2-(3-methoxyphenyl)-6-methyl-5-(1-morpholinoethyl)indolizine-7-carboxamide CC1=C(C(NC(=C1)C)=O)CNC(=O)C=1C(=C(N2C=C(C=C2C1)C1=CC(=CC=C1)OC)C(C)N1CCOCC1)C